C[Si](CCOCN1N=CC2=C(C=CC=C12)N1CCC=2C=C(C=NC2C1)C#N)(C)C 7-(1-((2-(trimethylsilyl)ethoxy)methyl)-1H-indazol-4-yl)-5,6,7,8-tetrahydro-1,7-naphthyridine-3-carbonitrile